CC1=CC=C(C=C1)S(=O)(=O)OC[C@H](C)OCC1=CC=CC=C1 (2S)-2-(benzyloxy)propyl 4-methylbenzene-1-sulfonate